N-(4-((2-ethyl-5-methyl-4,5-dihydro-2H-[1,2,3]triazolo[4,5-c][1,7]naphthyridin-6-yl)amino)-5-(propanoyl-3,3,3-d3)pyridin-2-yl)cyclopropanecarboxamide C(C)N1N=C2C(CN(C=3C(=NC=CC23)NC2=CC(=NC=C2C(CC([2H])([2H])[2H])=O)NC(=O)C2CC2)C)=N1